ClC=1C=C(C(=O)OOC)C=CC1 methyl 3-chlorobenzoperoxoate